BrC=1C=CC=C2C=C(C=C(C12)C1CC=2N=C(N=C(C2CO1)N1CC2CCC(C1)N2C(=O)OC(C)(C)C)S(=O)(=O)C)OCOC tert-butyl 3-(7-(8-bromo-3-(methoxymethoxy)naphthalen-1-yl)-2-(methylsulfonyl)-7,8-dihydro-5H-pyrano[4,3-d]pyrimidin-4-yl)-3,8-diazabicyclo[3.2.1]octane-8-carboxylate